N-((1s,3s)-3-(6-(((1-((2-(2,6-dioxopiperidin-3-yl)-1,3-dioxoisoindolin-5-yl)glycyl)piperidin-4-yl)methyl)amino)-9H-purin-9-yl)cyclobutyl)-6-methylpicolinamide O=C1NC(CC[C@@H]1N1C(C2=CC=C(C=C2C1=O)NCC(=O)N1CCC(CC1)CNC1=C2N=CN(C2=NC=N1)C1CC(C1)NC(C1=NC(=CC=C1)C)=O)=O)=O